C(#N)C1=CN=CC=2NC(N(CC21)CC(=O)O)=O {5-cyano-2-oxo-1H,4H-pyrido[3,4-d]pyrimidin-3-yl}acetic acid